(3S)-3-(4-chlorophenyl)-3-[(1R)-1-(4-chlorophenyl)-1-{[1-(hydroxymethyl)cyclopropyl]methoxy}-5-(2-hydroxypropan-2-yl)-3-oxo-2,3-dihydro-1H-isoindol-2-yl]propionic acid ClC1=CC=C(C=C1)[C@H](CC(=O)O)N1[C@@](C2=CC=C(C=C2C1=O)C(C)(C)O)(OCC1(CC1)CO)C1=CC=C(C=C1)Cl